CC1=C(CNC=2C=3N(C=C(C2)N2C(NCCNC2=O)=O)C(=C(N3)C)C)C(=CC=C1)C 3-(8-((2,6-dimethylbenzyl)amino)-2,3-dimethylimidazo[1,2-a]pyridin-6-yl)-1,3,5-triazepane-2,4-dione